zinc-manganese zinc oxide [O-2].[Zn+2].[Mn+2].[Zn+2].[O-2].[O-2]